ClC1=CC=C(C=C1)C=1C(=NC=CC1C=1C(=NN(C1C)CC1=CC=C(C=C1)C(F)(F)F)C)N 3-(p-chlorophenyl)-4-(3,5-dimethyl-1-{[p-(trifluoromethyl)phenyl]methyl}-1H-pyrazol-4-yl)-2-pyridylamine